OC1=CC=C(C=C1)C1=C2C=CNC2=NC=C1 4-(4-(hydroxy)phenyl)-7-azaindole